C(CCC)O[Si](CCCNC(NCCC[Si](OCCCC)(OCCCC)OCCCC)=O)(OCCCC)OCCCC bis(3-tributoxysilylpropyl)urea